OCC(C)[C@H]1CC[C@H]2[C@@H]3CCC4=CCCC[C@]4(C)[C@H]3CC[C@]12C 20-hydroxymethyl-pregn-4-ene